7-(4-(2-(benzyloxy)-5-fluorophenyl)piperidin-1-yl)-2-(1,3,4-oxadiazol-2-yl)-5-oxa-2-azaspiro[3.4]octane C(C1=CC=CC=C1)OC1=C(C=C(C=C1)F)C1CCN(CC1)C1COC2(CN(C2)C=2OC=NN2)C1